2-(tert-butoxycarbonylamino)prop-2-enoate C(C)(C)(C)OC(=O)NC(C(=O)[O-])=C